1-[6-(4-Ethyl-1-methyl-1H-imidazol-2-yl)pyridin-2-yl]-1,4-diazepane C(C)C=1N=C(N(C1)C)C1=CC=CC(=N1)N1CCNCCC1